ClC=1N=C(C2=C(N1)C(=C(N=C2)OCC2(CC2)CN(C)C)F)N2CCOCC(C2)(O)C 4-(2-Chloro-7-((1-((dimethylamino)methyl)cyclopropyl)methoxy)-8-fluoropyrido[4,3-d]pyrimidin-4-yl)-6-methyl-1,4-oxazepan-6-ol